Diazabicycloundecanium [NH+]1(NCCCCCCCCC1)C1CCCCCCCCCC1